FC1=CC=C(C=C1)C(=O)N1[C@@H](C=2N(CC1)C(=NN2)C=2SC=1C(=NC=CN1)N2)C (R)-(4-Fluorophenyl)(8-methyl-3-(thiazolo[4,5-b]pyrazin-2-yl)-5,6-dihydro-[1,2,4]Triazolo[4,3-a]pyrazin-7(8H)-yl)methanone